OC1CCCC=2C3=C(C(NC12)=O)SC(=C3)C=3C=NN(C3)C(=O)OC(C)(C)C tert-butyl 4-(6-hydroxy-4-oxo-4,5,6,7,8,9-hexahydrothieno[2,3-c]quinolin-2-yl)-1H-pyrazole-1-carboxylate